FC1=C(C(=O)C2=CNC3=NC=C(C=C32)C=3C=C(OCCCC(=O)O)C=CC3)C(=CC=C1NS(=O)(=O)CCC)F 4-[3-[3-[2,6-difluoro-3-(propylsulfonylamino)-benzoyl]-1H-pyrrolo[2,3-b]pyridin-5-yl]phenoxy]butanoic acid